(6S,9aS)-N-benzyl-6-(4-hydroxybenzyl)-4,7-bisoxo-2-(prop-2-ynyl)-8-(quinolin-5-ylmethyl)octahydro-1H-pyrazino[2,1-c][1,2,4]triazine-1-carboxamide C(C1=CC=CC=C1)NC(=O)N1N(CC(N2[C@@H]1CN(C([C@@H]2CC2=CC=C(C=C2)O)=O)CC2=C1C=CC=NC1=CC=C2)=O)CC#C